CC(CCCO)C(C)C 4,5-dimethyl-1-hexanol